OC[C@@]1(N2CCC(C1=O)(CC2)C)COC(C)C (1S,2R,4S)-2-(hydroxymethyl)-2-(isopropoxymethyl)-4-methyl-quinuclidin-3-one